[4-[5-[5-[(1R)-1-(3,5-dichloro-4-pyridyl)ethoxy]-1H-indazol-3-yl]-2-pyridyl]piperazin-1-yl]-morpholino-methanone ClC=1C=NC=C(C1[C@@H](C)OC=1C=C2C(=NNC2=CC1)C=1C=CC(=NC1)N1CCN(CC1)C(=O)N1CCOCC1)Cl